C[C@@H]1N(CCC1)C=1N=C(C2=C(N1)CCC2)C2=CC=C(C(=O)N)C=C2 (S)-4-(2-(2-methylpyrrolidin-1-yl)-6,7-dihydro-5H-cyclopenta[d]pyrimidin-4-yl)benzamide